BrC1=C(SC(=C1F)Br)C(=O)OC methyl 3,5-dibromo-4-fluoro-thiophene-2-carboxylate